OC1=CC=C2C(=C(C(OC2=C1)=O)CC(=O)O)C 7-hydroxy-4-methylcoumarin-3-acetic acid